ClC=1C=NC(=NC1)N1CCC(CC1)CCCOC1=CC(=C(C=C1)CC(=O)NCCCCCC(=O)O)F 6-[[2-[4-[3-[1-(5-chloropyrimidin-2-yl)-4-piperidyl]propoxy]-2-fluoro-phenyl]acetyl]amino]hexanoic acid